C12(CC(C1)C2)NC(=O)C21CC(C2)C1 N-(bicyclo[1.1.1]pentane-1-yl)bicyclo[1.1.1]pentane-1-carboxamide